C[C@H](CCCCCCCCCCCCO)CCCC (S)-13-methyl-1-heptadecyl alcohol